6'-(2-(4-(naphthalen-2-yl)-6-phenyl-1,3,5-triazin-2-yl)phenyl)spiro[cyclohexane-1,9'-fluorene]-2'-carbonitrile C1=C(C=CC2=CC=CC=C12)C1=NC(=NC(=N1)C1=CC=CC=C1)C1=C(C=CC=C1)C=1C=C2C=3C=CC(=CC3C3(C2=CC1)CCCCC3)C#N